(E)-1-[4-(Hydroxymethyl)phenyl]-3-(4-hydroxyphenyl)prop-2-en-1-one OCC1=CC=C(C=C1)C(\C=C\C1=CC=C(C=C1)O)=O